((4-bromo-2-fluorophenyl)amino)-5-chloro-2-(2-hydroxyethoxy)-7-methyl-3,4-dihydro-2,7-naphthyridine-1,6(2H,7H)-dione BrC1=CC(=C(C=C1)NC1N(C(C2=CN(C(C(=C2C1)Cl)=O)C)=O)OCCO)F